FC=1C=C(C=CC1)C1=NOC=N1 3-(3-fluorophenyl)-1,2,4-oxadiazole